3,4-dichloro-1-methyl-1H-indazole ClC1=NN(C2=CC=CC(=C12)Cl)C